3-bromo-2-fluoro-4-methyl-benzaldehyde BrC=1C(=C(C=O)C=CC1C)F